1-Phenyldecahydronaphthalene C1(=CC=CC=C1)C1CCCC2CCCCC12